2-[[5-[3-[4-(3-allyl-2-fluoro-phenyl)-5-methyl-1,4,6,7-tetrahydroimidazo[4,5-c]pyridin-2-yl]-4-fluoro-phenoxy]-4,6-difluoro-indol-1-yl]methoxy]ethyl-trimethyl-silane C(C=C)C=1C(=C(C=CC1)C1N(CCC2=C1N=C(N2)C=2C=C(OC=1C(=C3C=CN(C3=CC1F)COCC[Si](C)(C)C)F)C=CC2F)C)F